NCCCCCCC1=CC=C(C=C1)S(=O)(=O)[O-] p-aminohexyl-benzenesulfonate